C(C1CO1)OC=CCCCCCCCCCCCCCCCCCCC heneicosenyl glycidyl ether